ClC=1SC(=CN1)CC(CC(C)(C)C)N1N=CN=C1 1-(2-chlorothiazol-5-yl)-4,4-dimethyl-2-(1H-1,2,4-triazole-1-yl)pentane